tert-butyl (R)-(3-amino-3-(3-bromophenyl)propyl)carbamate N[C@H](CCNC(OC(C)(C)C)=O)C1=CC(=CC=C1)Br